N1C=NC(=C1)CNC1=CSC=C1C=1N=CSC1C N-((1H-imidazol-4-yl)methyl)-4-(5-methylthiazol-4-yl)thiophen-3-amine